C1(=CC=CC2=CC=CC=C12)NC(C(=C)C)=O N-1-Naphthylmethacrylamid